O=C1C2N(C(CN1C(=O)OC(C)(C)C)C2)C(=O)OCC2=CC=CC=C2 6-benzyl 3-tert-butyl 2-oxo-3,6-diazabicyclo[3.1.1]heptane-3,6-dicarboxylate